N=1N=CN(C1)C1=CC(=C2C=NNC2=C1)NCCOCCCCNCC=1C=C(C=C(C1)F)CC#N 2-(3-(((4-(2-((6-(4H-1,2,4-triazol-4-yl)-1H-indazol-4-yl)amino)ethoxy)butyl)amino)methyl)-5-fluorophenyl)acetonitrile